Dichloro-5,12-diethyl-1,5,8,12-tetraazabicyclo[6.6.2]hexadecane Manganese [Mn].ClC1(N2CCN(CCCN(CCN(CC1)CC)CC2)CC)Cl